(3R)-4-{5-fluoro-2-[1-fluoro-3-methyl-6-(1-{[(1r,4r)-4-(1-methyl-1H-pyrazol-4-yl)cyclohexyl]methyl}azetidin-3-yl)imidazo[1,5-a]pyridin-8-yl]benzoyl}-3-methylmorpholine FC=1C=CC(=C(C(=O)N2[C@@H](COCC2)C)C1)C=1C=2N(C=C(C1)C1CN(C1)CC1CCC(CC1)C=1C=NN(C1)C)C(=NC2F)C